isopropylsuccinic acid diethyl ester C(C)OC(C(CC(=O)OCC)C(C)C)=O